7-methyl-6-(4-methyl-2-vinylpyrimidin-5-yl)-5-(4-((4-methylpyrimidin-2-yl)oxy)phenyl)-7H-pyrrolo[2,3-d]pyrimidin-4-amine CN1C(=C(C2=C1N=CN=C2N)C2=CC=C(C=C2)OC2=NC=CC(=N2)C)C=2C(=NC(=NC2)C=C)C